C1(CC1)C=1C=C(C(=C(NC)C1)[N+](=O)[O-])F 5-cyclopropyl-3-fluoro-N-methyl-2-nitroaniline